C(C)(C)(C)[C@@H]1CC=2C=C3C(=NC2CC1)SC(=N3)C(=O)N[C@H](CC[NH+]3CCC(CC3)O)C3=CC=C(C=C3)C=3C(=NNC3)C(F)(F)F |r| rac-(7S)-7-tert-butyl-N-[rac-(1R)-3-(4-hydroxypiperidin-1-ium-1-yl)-1-[4-[3-(trifluoromethyl)-1H-pyrazol-4-yl]phenyl]propyl]-5,6,7,8-tetrahydrothiazolo[5,4-b]quinoline-2-carboxamide